tert-butyl 4-(5-nitro-2-pyridyl)-3,6-dihydro-2H-pyridine-1-carboxylate [N+](=O)([O-])C=1C=CC(=NC1)C=1CCN(CC1)C(=O)OC(C)(C)C